COC1=CC=C(CN(C=2C=C(C=CC2Cl)\C(=C/C(=O)[O-])\C2(CC2)C)CC2=CC=C(C=C2)OC)C=C1 (Z)-3-{3-[bis(4-methoxybenzyl)amino]-4-chlorophenyl}-3-(1-methylcyclopropyl)-acrylate